tetrakis(8-methylnonyl) 3,3',3'',3'''-(((methylazanediyl) bis(propane-3,1-diyl))bis(azanetriyl))tetrapropionate CN(CCCN(CCC(=O)OCCCCCCCC(C)C)CCC(=O)OCCCCCCCC(C)C)CCCN(CCC(=O)OCCCCCCCC(C)C)CCC(=O)OCCCCCCCC(C)C